C1(CC1)N1C(C[C@@H](C1)CN1N=C2N=C(C=CC2=C1[C@H](C)O)C1=C(C=C(C=C1C)C(F)(F)F)O)=O (S)-1-cyclopropyl-4-((6-(2-hydroxy-6-methyl-4-(trifluoromethyl)phenyl)-3-((1S)-1-hydroxyethyl)-2H-pyrazolo[3,4-b]pyridin-2-yl)methyl)pyrrolidin-2-one